ethyl (3R)-5-(3,3-dimethyloxiran-2-yl)-3-methylpentanoate CC1(C(O1)CC[C@H](CC(=O)OCC)C)C